C(#N)C1=CC(=C(OCC2=CC=CC(=N2)OC2CCN(CC2)C(=O)OC(C)(C)C)C=C1)F tert-Butyl 4-((6-((4-cyano-2-fluorophenoxy)methyl)pyridin-2-yl)oxy)piperidine-1-carboxylate